methane-d2-ol C(O)([2H])[2H]